7-(5-(4-fluoro-2-(methoxycarbonyl)phenoxy)pyrimidin-4-yl)-2,7-diazaspiro[4.4]Nonane-2-carboxylic acid tert-butyl ester C(C)(C)(C)OC(=O)N1CC2(CC1)CN(CC2)C2=NC=NC=C2OC2=C(C=C(C=C2)F)C(=O)OC